CN(C)CCOC1=CC=C(C=C1)C2=NC(=C(N2)C3=CC=NC=C3)C4=CC5=C(C=C4)C(=NO)CC5 The molecule is a ketoxime that is the oxime of indan-1-one in which the hydrogen at position 5 has been replaced by an imidazol-5-yl group which has itself been substituted at positions 2 and 4 by p-[2-(dimethylamino)ethoxy]phenyl and pyridin-4-yl groups, respectively. It is a ketoxime, a member of imidazoles, a tertiary amino compound, an aromatic ether and a member of pyridines.